CC(C(=O)OC(CCN)C1=CC=C(C=C1)C(F)(F)F)C(=O)C12CC(C1)(C2)NC(COC2=CC(=C(C=C2)Cl)F)=O 3-amino-1-(4-(trifluoromethyl)phenyl)propan-1-ol methyl-3-{3-[2-(4-chloro-3-fluorophenoxy)acetamido]bicyclo[1.1.1]pentan-1-yl}-3-oxopropanoate